[I].[Pb].CNC dimethylamine lead iodine